ClC1=NC2=CC(=C(C=C2C(=N1)NC1CCN(CC1)C(C)C)OC)OC 2-Chloro-N-(1-isopropylpiperidin-4-yl)-6,7-dimethoxy-quinazolin-4-amine